O=C1NC(CCC1NC1=CC(=C(C=C1)N1CCN(CC1)CCCCCC(OC(CCCC)CCC)=S)F)=O 5-octyl 6-(4-(4-((2,6-dioxopiperidin-3-yl)amino)-2-fluorophenyl)piperazin-1-yl)hexanethioate